2-(4-(4-(((5-chloropyridin-3-yl)methyl)amino)-6-(3,5-dimethylisoxazol-4-yl)quinazolin-2-yl)-1H-pyrazol-1-yl)ethanol ClC=1C=C(C=NC1)CNC1=NC(=NC2=CC=C(C=C12)C=1C(=NOC1C)C)C=1C=NN(C1)CCO